C1=NC(=CC2=C1CCNCC2)NC(C(C)(C)C)=O N-(6,7,8,9-tetrahydro-5H-pyrido[3,4-d]azepin-3-yl)pivaloamide